N1,N16-didodecyl-4,7,13-tris(3-(dodecylamino)-3-oxopropyl)-4,7,10,13-tetraazahexadecanediamide C(CCCCCCCCCCC)NC(CCN(CCN(CCNCCN(CCC(=O)NCCCCCCCCCCCC)CCC(NCCCCCCCCCCCC)=O)CCC(NCCCCCCCCCCCC)=O)CCC(=O)NCCCCCCCCCCCC)=O